N1=CC(=CC2=CC=CC=C12)NC(C1=C(C(=CC=C1)C(F)(F)F)Cl)=O N-quinolin-3-yl-2-Chloro-3-trifluoromethyl-benzamide